OC(=CCC1=CC=CC=C1)P(O)O alpha-hydroxyphenylpropenyl-phosphonous acid